ethyl 4-(4-fluorophenyl)-2-isopropyl-3,5-dioxo-2,3,4,5-tetrahydro-1,2,4-triazine-6-carboxylate FC1=CC=C(C=C1)N1C(N(N=C(C1=O)C(=O)OCC)C(C)C)=O